OC1=C(C=NC2=CC=C(C=C12)C#N)[N+](=O)[O-] 4-Hydroxy-3-nitroquinolin-6-carbonitrile